FC1=C(OC2=C(N=C(S2)C(=O)[O-])C)C=CC(=C1)N1N=C2N(C1=O)[C@@H](CO2)C2=CC=CC=C2 (R)-5-(2-fluoro-4-(3-oxo-5-phenyl-5,6-dihydro-oxazolo[2,3-c][1,2,4]triazol-2(3H)-yl) phenoxy)-4-methylthiazole-2-carboxylate